6-bromo-1-(4-methoxyphenyl)-2-(2-pyridyl)indolizine-3,5-dione BrC=1C(N2C(C(=C(C2=CC1)C1=CC=C(C=C1)OC)C1=NC=CC=C1)=O)=O